CC1(OC[C@@H](O1)COC1=C(C=C(C=C1)\C=C/C1=CC=C(C=C1)OC[C@@H]1OC1)C)C (S)-2,2-dimethyl-4-((2-methyl-4-((Z)-4-(((R)-oxiran-2-yl)methoxy)styryl)phenoxy)methyl)-1,3-dioxolane